4-(3-(4-(((2-(4-((4-fluorobenzyl)oxy)phenyl)cyclopropyl)amino)methyl)piperidin-1-yl)propyl)-N-hydroxybenzamide TFA Salt OC(=O)C(F)(F)F.FC1=CC=C(COC2=CC=C(C=C2)C2C(C2)NCC2CCN(CC2)CCCC2=CC=C(C(=O)NO)C=C2)C=C1